3-{4-[(2-cyclopropylethyl)[(1r,4r)-4-[(3,3,3-trifluoro-2,2-dimethylpropyl)amino]cyclohexyl]amino]-1-oxo-3H-isoindol-2-yl}piperidine-2,6-dione C1(CC1)CCN(C1=C2CN(C(C2=CC=C1)=O)C1C(NC(CC1)=O)=O)C1CCC(CC1)NCC(C(F)(F)F)(C)C